2-(7-fluorobenzofuran-6-yl)morpholine FC1=C(C=CC=2C=COC21)C2CNCCO2